COC(=O)C=1C=C(N2C=CC=C2C1)C(=O)C=1SC=CC1 5-(thiophene-2-carbonyl)indolizine-7-carboxylic acid methyl ester